tert-butyl 4-[2-[[6-[2,6-difluoro-3-[[(3R)-3-fluoropyrrolidin-1-yl]sulfonylamino] phenyl]-8-methyl-7-oxopyrido[2,3-d]pyrimidin-2-yl]amino]ethyl]-4-hydroxypiperidine-1-carboxylate FC1=C(C(=CC=C1NS(=O)(=O)N1C[C@@H](CC1)F)F)C1=CC2=C(N=C(N=C2)NCCC2(CCN(CC2)C(=O)OC(C)(C)C)O)N(C1=O)C